2-amino-5-bromo-3-chlorophenol NC1=C(C=C(C=C1Cl)Br)O